C(C)(C)(C)C1N(CCC(C1)C1=CC2=C(C(NC=C2)=O)S1)C(=O)OC(CN1C2=CC=C(C=C2C=2C=C(C=CC12)F)F)(CNCCCNC1=CC=CC=C1)C 1-(3,6-difluoro-9H-carbazol-9-yl)-2-methyl-3-((3-(phenylamino)propyl)amino)propan-2-ol tert-butyl-4-[7-oxo-6H-thieno[2,3-c]pyridin-2-yl]piperidine-1-carboxylate